C(C)NC(=O)NC1=CC=C(C=N1)C1=CN=C2N1C=C(N=C2)C(=O)N(C)C2=CC(=C(C=C2)F)OC 3-[6-(ethylcarbamoylamino)-3-pyridyl]-N-(4-fluoro-3-methoxy-phenyl)-N-methyl-imidazo[1,2-a]pyrazine-6-carboxamide